CC(C)(C)OC(=O)NCCO tert-Butyl N-(2-hydroxyethyl)carbamate